(4-(trifluoromethyl)cyclohexyl)acetic acid FC(C1CCC(CC1)CC(=O)O)(F)F